C(=O)(C=C)NNC(=O)N N-acrylSemicarbazide